8-[[1-(2,6-dioxo-3-piperidinyl)-3-methyl-2-oxo-benzoimidazol-5-yl]amino]octanoic acid O=C1NC(CCC1N1C(N(C2=C1C=CC(=C2)NCCCCCCCC(=O)O)C)=O)=O